C(C1=CC=CC=C1)OCCOCCOCCOCCOCCOCCO 2-[2-[2-[2-[2-(2-benzyloxyethoxy)ethoxy]ethoxy]ethoxy]ethoxy]ethanol